5-[2-[(5-chloro-3-fluoro-2-pyridinyl)oxy]-6-fluoro-phenyl]-3-(difluoromethyl)isoxazole ClC=1C=C(C(=NC1)OC1=C(C(=CC=C1)F)C1=CC(=NO1)C(F)F)F